FC(SC=1C(=NC=CC1)NC1=C(N=NC(=C1)NC(=O)N(C)C)C(=O)NC([2H])([2H])[2H])F 4-((3-((difluoromethyl)thio)pyridin-2-yl)amino)-6-(3,3-dimethylureido)-N-(methyl-d3)pyridazine-3-carboxamide